FC(OC1=CC=C(C=C1)N1C=C(N=C2C(NC(N=C12)(N)OCC)=O)C=1C=CC2=C(N(C(=N2)CCN2CCCCC2)C)C1)F 8-(4-(difluoromethoxy)phenyl)-2-ethoxy-6-(1-methyl-2-(2-(piperidin-1-yl)ethyl)-1H-benzo[d]imidazol-6-yl)pterin